(E)-ethyl 3-(2,2-dimethyl-4H-benzo[d][1,3]dioxin-7-yl)acrylate CC1(OCC2=C(O1)C=C(C=C2)/C=C/C(=O)OCC)C